stearyl phosphonate (stearyl phosphonate) C(CCCCCCCCCCCCCCCCC)P(O)(O)=O.P(OCCCCCCCCCCCCCCCCCC)(O)=O